nickel(II) sulfate tert-Butyl-(2R,5S)-4-(6-chloro-1-(2,4-diisopropylpyridin-3-yl)-7-(2-fluorophenyl)-2-oxo-1,2-dihydropyrido[2,3-d]pyrimidin-4-yl)-2,5-dimethylpiperazine-1-carboxylate C(C)(C)(C)OC(=O)N1[C@@H](CN([C@H](C1)C)C=1C2=C(N(C(N1)=O)C=1C(=NC=CC1C(C)C)C(C)C)N=C(C(=C2)Cl)C2=C(C=CC=C2)F)C.S(=O)(=O)([O-])[O-].[Ni+2]